(3-(4-iodophenyl)-1,2,4-oxadiazol-5-yl)methanol IC1=CC=C(C=C1)C1=NOC(=N1)CO